C(C(=C)C)(=O)OCC[NH+](C)C methacryloxyethyl-dimethylammonium